2-[1-(4,4-dimethyl-1-cyclopenten-1-yl)ethoxy]-2-methylpropyl 2-butenoate C(C=CC)(=O)OCC(C)(C)OC(C)C1=CCC(C1)(C)C